[6-(5-cyclopropyl-4H-1,2,4-triazol-3-yl)-2-azaspiro[3.3]heptan-2-yl]-[3-[5-[1-(trifluoromethyl)cyclopropyl]pyrazin-2-yl]azetidin-1-yl]methanone C1(CC1)C=1NC(=NN1)C1CC2(CN(C2)C(=O)N2CC(C2)C2=NC=C(N=C2)C2(CC2)C(F)(F)F)C1